CNC[C@H](O)[C@@H](O)[C@H](O)[C@H](O)CO 1-Deoxy-1-(Methylamino)-D-Glucitol